C1=2NCCCCCCNC3=NC(=NC(NCCCCCCNC(=NC(=N1)N)N2)=N3)N 2,9,11,13,15,22,24,26,27,28-decaazatricyclo[21.3.1.1^(10,14)]octacosa-1(27),10,12,14(28),23,25-hexaene-12,25-diamine